CP(C=1C(=NC(=NC1NC=1C=NC=CC1)N1CCOCC1)C1=CC(=CC=C1)C1=NN(C=C1)C)(C)=O dimethyl-(4-(3-(1-methyl-1H-pyrazol-3-yl)phenyl)-2-morpholino-6-(pyridin-3-ylamino)pyrimidin-5-yl)phosphine oxide